tert-butyl(piperidin-4-ylmethyl)carbamate C(C)(C)(C)OC(NCC1CCNCC1)=O